2-bromo-6-(9H-carbazol-9-yl)benzonitrile BrC1=C(C#N)C(=CC=C1)N1C2=CC=CC=C2C=2C=CC=CC12